(1,3-bis(2,4,6-trimethylphenyl)imidazol-2-yl)(2-phenylethene) CC1=C(C(=CC(=C1)C)C)N1C(N(C=C1)C1=C(C=C(C=C1C)C)C)C=CC1=CC=CC=C1